4-(6-((2-chlorophenyl)ethynyl)-2-(2,4,5-trimethoxyphenyl)-1H-benzo[d]imidazol-5-yl)morpholine ClC1=C(C=CC=C1)C#CC=1C(=CC2=C(NC(=N2)C2=C(C=C(C(=C2)OC)OC)OC)C1)N1CCOCC1